ClC=1C=CC2=C(N=C(S2)CCN2CCOCC2)C1 4-(2-(5-chlorobenzo[d]thiazol-2-yl)Ethyl)morpholine